C(C1=CC=CC=C1)N(C(COCCCBr)(C)C)CC1=CC=CC=C1 N,N-dibenzyl-1-(3-bromopropyloxy)-2-methyl-propan-2-amine